FC1=C(C=CC(=C1)F)[PH+](N(C)C)C1=C(C=C(C=C1)F)F bis(2,4-difluorophenyl)dimethylaminophosphonium